1-(tetrahydrofuran-3-yl)-1H-pyrazole-5-carboxamide O1CC(CC1)N1N=CC=C1C(=O)N